FC1=C(C(=CC(=C1)OC)N)N 3-fluoro-5-methoxybenzene-1,2-diamine